ClC=1C=CC(=C(C#N)C1)N1C2=C(C(=C1)C(F)(F)F)C(C(C2)(F)F)O 5-chloro-2-(5,5-difluoro-4-hydroxy-3-(trifluoromethyl)-5,6-dihydro-cyclopenta[b]pyrrol-1(4H)-yl)benzonitrile